3-(2-Fluoro-4-morpholino-anilino)-5-(methylamino)-6-(3-methylimidazo[4,5-c]pyridin-7-yl)pyrazin-2-carboxamid FC1=C(NC=2C(=NC(=C(N2)NC)C=2C3=C(C=NC2)N(C=N3)C)C(=O)N)C=CC(=C1)N1CCOCC1